2-methoxy-2-methylpropyl ((((2R,3S,4R,5R)-5-(4-aminopyrrolo[2,1-f][1,2,4]triazin-7-yl)-5-cyano-3,4-dihydroxytetrahydrofuran-2-yl)methoxy)(naphthalen-1-yloxy)phosphoryl)-L-alaninate NC1=NC=NN2C1=CC=C2[C@]2([C@@H]([C@@H]([C@H](O2)COP(=O)(OC2=CC=CC1=CC=CC=C21)N[C@@H](C)C(=O)OCC(C)(C)OC)O)O)C#N